tert-butyl N-tert-butoxycarbonyl-N-[8-[4-[1-(2,6-dioxo-3-piperidyl)-3-methyl-2-oxo-benzimidazol-5-yl]-1-piperidyl]-7-hydroxy-octyl]carbamate C(C)(C)(C)OC(=O)N(C(OC(C)(C)C)=O)CCCCCCC(CN1CCC(CC1)C1=CC2=C(N(C(N2C)=O)C2C(NC(CC2)=O)=O)C=C1)O